tert-butyl trans-2-(4-bromo-3,5-dimethoxyphenyl)-4-fluoropiperidine-1-carboxylate BrC1=C(C=C(C=C1OC)[C@@H]1N(CC[C@H](C1)F)C(=O)OC(C)(C)C)OC